NC=1C=C(C=CC1)C(O)C1=C(C=CC(=C1)OCC1=CC=CC=C1)OCC1=CC=CC=C1 (3-aminophenyl)(2,5-bis(benzyloxy)phenyl)methanol